(Z)-1-(2-fluoro-4-(1-(5-(trifluoromethyl)pyridin-2-yl)-1H-1,2,4-triazol-3-yl)phenyl)-3-(3-(5-methyl-2-(3,3,3-trifluoropropoxy)phenyl)-4-oxothiazolidin-2-ylidene)urea FC1=C(C=CC(=C1)C1=NN(C=N1)C1=NC=C(C=C1)C(F)(F)F)NC(=O)\N=C\1/SCC(N1C1=C(C=CC(=C1)C)OCCC(F)(F)F)=O